NC1=NC=NN2C1=CC=C2[C@H]2[C@@H]([C@@H]([C@@](O2)(C#N)COP(=O)(OC2=CC=CC=C2)N[C@@H](C)C(=O)OC2CCC(CC2)(C)C)O)O 4,4-dimethylcyclohexyl ((((2R,3S,4R,5S)-5-(4-aminopyrrolo[2,1-f][1,2,4]triazin-7-yl)-2-cyano-3,4-dihydroxytetrahydrofuran-2-yl)methoxy)(phenoxy)phosphoryl)-L-alaninate